trans-2-[2-(3,5-difluorophenoxy)acetyl]-N'-[[(3S)-2-oxopyrrolidin-3-yl]methyl]-3,3a,4,5,6,6a-hexahydro-1H-cyclopenta[c]pyrrole-3-carbohydrazide FC=1C=C(OCC(=O)N2CC3C(C2C(=O)NNC[C@H]2C(NCC2)=O)CCC3)C=C(C1)F